C1(CC1)C[C@H](CO)NC1=NC(=C2N=CN(C2=N1)CC)N[C@@H]1CN(CC1)S(=O)(=O)NCC |o1:4| (S)-3-((2-(((R*)-1-cyclopropyl-3-hydroxypropan-2-yl)amino)-9-ethyl-9H-purin-6-yl)-amino)-N-ethylpyrrolidine-1-sulfonamide